ClC1=C(C=CC(=C1)C1COC1)[C@@H]1COCCCN1C1=NC(=NC(=C1)C)N |r| (+-)-4-[3-[2-chloro-4-(oxetan-3-yl)phenyl]-1,4-oxazepan-4-yl]-6-methyl-pyrimidin-2-amine